(5-methyl-2-((triisopropylsilyl)ethynyl)phenyl)methylamine CC=1C=CC(=C(C1)CN)C#C[Si](C(C)C)(C(C)C)C(C)C